5-hydroxy-2-methoxy-isoindole-1,3-dione OC=1C=C2C(N(C(C2=CC1)=O)OC)=O